[Na].ClC1=NC=CC(=C1Cl)S 2,3-dichloropyridine-4-thiol sodium